n-Hexyl N5-(2-(1-benzylpiperidin-4-yl)ethyl)-N2-(5,7-dimethoxy-4-oxo-4H-chromene-2-carbonyl)-L-glutaminate C(C1=CC=CC=C1)N1CCC(CC1)CCNC(CC[C@H](NC(=O)C=1OC2=CC(=CC(=C2C(C1)=O)OC)OC)C(=O)OCCCCCC)=O